6-chloro-2-methylpyrimidino[5,4-d]Pyrimidin-4(3H)-one ClC=1N=CC=2N=C(NC(C2N1)=O)C